3-methyl-4-cyanothiophene CC1=CSC=C1C#N